2-[(4-benzyloxyphenyl)methyl]-5-bromo-1-methyl-benzene C(C1=CC=CC=C1)OC1=CC=C(C=C1)CC1=C(C=C(C=C1)Br)C